1-(3-(4-Methoxyphenyl)-1,2,4-oxadiazol-5-yl)-N-((1-((5-Methylfuran-2-yl)methyl)pyrrolidin-3-yl)methyl)piperidin-4-carboxamid COC1=CC=C(C=C1)C1=NOC(=N1)N1CCC(CC1)C(=O)NCC1CN(CC1)CC=1OC(=CC1)C